FC1=CC2=C(C(=NC3=C(O2)C=C(C=C3)F)N3CCN(CC3)CC(C(=O)O)(C)C)C=C1 3-(4-(3,7-difluorodibenzo[b,f][1,4]oxazepin-11-yl)piperazin-1-yl)-2,2-dimethylpropionic acid